isopropyl ((R)-(((2S,3S,4R,5R)-5-(4-amino-2-oxopyrimidin-1(2H)-yl)-2-fluoro-3,4-dihydroxy-4-methyltetrahydrofuran-2-yl)methoxy)(phenoxy)phosphoryl)-L-alaninate NC1=NC(N(C=C1)[C@H]1[C@]([C@@H]([C@@](O1)(F)CO[P@@](=O)(OC1=CC=CC=C1)N[C@@H](C)C(=O)OC(C)C)O)(C)O)=O